2-(5-((methoxycarbonyl)amino)-7-oxo-6,7-dihydro-2H-pyrazolo[4,3-d]pyrimidin-2-yl)acetic acid COC(=O)NC=1NC(C=2C(N1)=CN(N2)CC(=O)O)=O